4-[4-[(dimethylamino)methyl]-3,5-dimethoxyphenyl]-2,7-dimethyl-1,2,5,6,7,8-hexahydro-2,7-naphthyridin-1-one CN(C)CC1=C(C=C(C=C1OC)C1=CN(C(C=2CN(CCC12)C)=O)C)OC